tert-butyl 3',6'-dihydroxy-3-oxo-3H-spiro[isobenzofuran-1,9'-xanthene]-6-carboxylate OC=1C=CC=2C3(C4=CC=C(C=C4OC2C1)O)OC(C1=CC=C(C=C13)C(=O)OC(C)(C)C)=O